CC1N(CCCNC1)S(=O)(=O)C1=C2C(=CN=CC2=CC=C1)C (+)-2-methyl-1-[(4-methyl-5-isoquinolinyl)sulphonyl]homopiperazine